1-(2-(methoxymethyl)benzo[d]thiazol-6-yl)ethan-1-ol COCC=1SC2=C(N1)C=CC(=C2)C(C)O